N-(4-(4-(4-Chloropyridin-2-yl)piperazin-1-yl)phenyl)-4-methoxybenzamid ClC1=CC(=NC=C1)N1CCN(CC1)C1=CC=C(C=C1)NC(C1=CC=C(C=C1)OC)=O